3-(1-methyl-1H-imidazol-4-yl)-4-((4-(pentafluoro-λ6-sulfanyl)phenyl)amino)-N-(pyridin-2-ylmethyl)benzamide CN1C=NC(=C1)C=1C=C(C(=O)NCC2=NC=CC=C2)C=CC1NC1=CC=C(C=C1)S(F)(F)(F)(F)F